ClC1=CC=C2C(=CC=NC2=C1)NC=1C=C(C=CC1)/C=C/C(=O)C1=C(C=C(C=C1)OC)OC (E)-3-[3-[(7-Chloroquinolin-4-yl)amino]phenyl]-1-(2,4-dimethoxyphenyl)prop-2-en-1-one